O=C(C(=O)O)C1N(C(CC1)=O)C1=CC=CC=C1 2-Oxo-2-(5-oxo-1-phenylpyrrolidin-2-yl)acetic Acid